COC(=O)C=1C(=NC(=CC1)C)C(=O)O 3-(methoxycarbonyl)-6-methylpyridine-2-carboxylic acid